CON=C(C)C=CC1CC=CCC1 4-(cyclohex-3-en-1-yl)but-3-en-2-one O-methyl oxime